FC1=C(C(=O)OC)C=C(C(=C1)[N+](=O)[O-])F Methyl 2,5-difluoro-4-nitrobenzoate